4-(3-hydroxypropyl)piperazine OCCCN1CCNCC1